6-[5-bromo-6-(oxetan-3-yloxy)benzimidazol-1-yl]-2-[3-(difluoromethyl)-5-methyl-pyrazol-1-yl]pyridine-3-carbonitrile BrC1=CC2=C(N(C=N2)C2=CC=C(C(=N2)N2N=C(C=C2C)C(F)F)C#N)C=C1OC1COC1